5-(4-chloro-2-fluoro-phenyl)-7-[(6R)-6-(1-cyclopropylpyrazol-4-yl)-3,6-dihydro-2H-pyran-4-yl]-2-methyl-pyrido[3,4-d]pyridazin-1-one ClC1=CC(=C(C=C1)C1=NC(=CC2=C1C=NN(C2=O)C)C=2CCO[C@H](C2)C=2C=NN(C2)C2CC2)F